C(CCCCC)[Zn]CCCCCC di(n-hexyl)zinc